3-trifluoromethyl-4-(3-bromophenyl)-isocoumarin FC(C=1OC(=O)C2=CC=CC=C2C1C1=CC(=CC=C1)Br)(F)F